tert.-Amylamin C(C)(C)(CC)N